FC(C1=C(C=CC=C1C(=O)O)C1=C(C(=CC=C1)C(=O)O)C(F)(F)F)(F)F 2,2'-bis(trifluoromethyl)-3,3'-biphenyl-dicarboxylic acid